3-benzyl-1-(trans-4-((5-cyano-4-(3-methyl-1H-pyrazol-5-yl)pyrimidin-2-yl)amino)-cyclohexyl)-1-(6-(1-methyl-1H-pyrazol-4-yl)pyridazin-3-yl)urea C(C1=CC=CC=C1)NC(N(C=1N=NC(=CC1)C=1C=NN(C1)C)[C@@H]1CC[C@H](CC1)NC1=NC=C(C(=N1)C1=CC(=NN1)C)C#N)=O